2,2-dihydroxyl-propionic acid OC(C(=O)O)(C)O